ClC1=C(C=C(C=C1)N1CC(OC2=C(C1)C=CC(=N2)C(=O)N2C(CN(CC2)C2=NC(=C(C(=O)OC)C(=C2)C)C)(C)C)(C)C)F methyl 6-(4-(4-(4-chloro-3-fluorophenyl)-2,2-dimethyl-2,3,4,5-tetrahydropyrido[3,2-f][1,4]oxazepine-8-carbonyl)-3,3-dimethylpiperazin-1-yl)-2,4-dimethylnicotinate